C1(CC1)C1=NC(=CC(=C1)C1=NN(C=N1)/C=C(/C(=O)NN)\C=1C=NC=NC1)C(F)(F)F (E)-3-(3-(2-cyclopropyl-6-(trifluoromethyl)pyridin-4-yl)-1H-1,2,4-Triazol-1-yl)-2-(pyrimidin-5-yl)acrylohydrazide